NC=1C=C(C=CC1)C=1C=C2C(=NC=NC2=CC1)N 6-(3-aminophenyl)quinazolin-4-amine